COC(=O)C(C(=O)O)CCCCN 2-methoxycarbonyl-6-aminocaproic acid